CN(C)C1(CC1)C(=O)N(C)OC (dimethylamino)-N-methoxy-N-methyl-cyclopropanecarboxamide